C1=CC=CC=2C3=CC=CC=C3C(C12)COC(NC)=O N-methyl-carbamic acid 9H-fluoren-9-ylmethyl ester